(S)-3,4-dichloro-2-(3-(1-(2-hydroxyethyl)-1H-pyrazol-4-yl)-6,7-dihydro-5H-pyrrolo[2,1-c][1,2,4]triazol-6-yl)phenol ClC=1C(=C(C=CC1Cl)O)[C@@H]1CC2=NN=C(N2C1)C=1C=NN(C1)CCO